1-methoxymethyl-6-(1-oxo-1,2,3,4-tetrahydroisoquinolin-6-yl)-5,6,7,8-tetrahydrofurano[3,4-g]isoquinolin-3(1H)-one COCC1OC(C=2C1=CC=1CCN(CC1C2)C=2C=C1CCNC(C1=CC2)=O)=O